4-(3-chloro-2-fluorophenyl)-7-((1-methyl-3-(trifluoromethyl)pyrrolidin-3-yl)ethynyl)quinazoline-4,6-diamine ClC=1C(=C(C=CC1)C1(NC=NC2=CC(=C(C=C12)N)C#CC1(CN(CC1)C)C(F)(F)F)N)F